F[B-](F)(F)F.N1(N=NC2=C1N=CC=C2)OC(=[N+](C)C)N(C)C O-(7-Azabenzotriazol-1-yl)-N,N,N',N'-tetramethyluronium tetrafluoroborat